S-(5-methyl-2-(propan-2-ylidene)cyclohexyl)cysteine CC1CCC(C(C1)SC[C@H](N)C(=O)O)=C(C)C